4-(4-bromobenzo[d]oxazol-2-yl)-6,7-dihydro-1H-imidazo[4,5-c]pyridin BrC1=CC=CC2=C1N=C(O2)C2=NCCC1=C2N=CN1